((2R,3S,4R,5R)-3,4-dihydroxy-5-(2-oxo-2,10-dihydro-3H-benzo[b]pyrimido[4,5-e][1,4]oxazin-3-yl)tetrahydrofuran-2-yl)methyl triphosphate O(P([O-])(=O)OP(=O)([O-])OP(=O)([O-])[O-])C[C@H]1O[C@H]([C@@H]([C@@H]1O)O)N1C(N=C2NC3=C(OC2=C1)C=CC=C3)=O